1-((2R,4S)-4-((1-isobutyl-6-((5-methylthiazol-2-yl)amino)-1H-pyrrolo[3,2-c]pyridin-4-yl)oxy)-2-methylpyrrolidin-1-yl)prop-2-en-1-one C(C(C)C)N1C=CC=2C(=NC(=CC21)NC=2SC(=CN2)C)O[C@H]2C[C@H](N(C2)C(C=C)=O)C